COC1=C(C=CC=C1)C1(CCNCC1)C 4-(2-methoxyphenyl)-4-methylpiperidine